C/C=1/C(=O)OC(\C1)=O 2-methylmaleic anhydride